COC(=O)C1=CC(=C(C=C1)C=1CCCCC1)C(F)(F)F.FC(OC=1C=C2C(CCOC2=CC1)=O)(F)F 6-(trifluoromethoxy)chroman-4-one methyl-2-(trifluoromethyl)-2',3',4',5'-tetrahydro-[1,1'-biphenyl]-4-carboxylate